ClC1=C2C=C(N(C2=CC(=C1Cl)O)C)C(=O)N[C@@]1(COCC1)C1=CC=C(C(=O)OCC)C=C1 |r| (±)-ethyl 4-[3-[(4,5-dichloro-6-hydroxy-1-methyl-indole-2-carbonyl)amino]tetrahydrofuran-3-yl]benzoate